2,4,6-trimethoxyphenyl isocyanate COC1=C(C(=CC(=C1)OC)OC)N=C=O